CN1C(N(C2=C1C(=CC=C2)CC[C@H]2CNCCO2)C2C(NC(CC2)=O)=O)=O 3-[3-Methyl-4-[2-[(2S)-morpholin-2-yl]ethyl]-2-oxo-benzimidazol-1-yl]piperidine-2,6-dione